ClC1=C(OCC(COC(C2=CC=CC=C2)=O)(F)F)C(=CC(=C1)C1=NNC(CC1C)=O)F Benzoic acid 3-[2-chloro-6-fluoro-4-(4-methyl-6-oxo-4,5-dihydro-1H-pyridazin-3-yl) phenoxy]-2,2-Difluoropropyl ester